propiolic acid-4-hexenyl ester C(CCC=CC)OC(C#C)=O